1-(4-(3,4-dichlorophenoxy)-2-methyl-5-(6-methyl-7-oxo-6,7-dihydro-1H-pyrrolo[2,3-c]pyridin-4-yl)phenyl)pyrrolidine-2,5-dione ClC=1C=C(OC2=CC(=C(C=C2C=2C3=C(C(N(C2)C)=O)NC=C3)N3C(CCC3=O)=O)C)C=CC1Cl